C(=O)(O)C=1C=C(N)C=CC1 3-carboxyl-aniline